C1(CCCCC1)N=C=NCCN1CCOCC1 N-cyclohexyl-N'-(2'-morpholinoethyl)carbodiimide